difluoroaminosulfonyl-coumarin FN(S(=O)(=O)C=1C(OC2=CC=CC=C2C1)=O)F